C(C\C=C/CC)C(=O)O.C(C1=CC=CC=C1)=O benzaldehyde (Z)-3-hexen-1-yl-formate